CS(=O)(=O)C1=CC=C(C=C1)B(O)O 4-(methylsulfonyl)benzeneboronic acid